CC1CN(CCN1)S(=O)(=O)CCO 2-((3-methylpiperazin-1-yl)sulfonyl)ethan-1-ol